tert-butyl N-[(3S,4R)-1-carbamoyl-4-[[4-(1-hydroxy-3,6,9,12-tetraoxapentadec-14-yn-15-yl)phenyl]methoxy] pentane-3-yl]carbamate C(N)(=O)CC[C@@H]([C@@H](C)OCC1=CC=C(C=C1)C#CCOCCOCCOCCOCCO)NC(OC(C)(C)C)=O